N-(4-bromo-3-fluorobenzyl)-N-(2,2-dimethoxyethyl)-4-methylbenzenesulfonamide BrC1=C(C=C(CN(S(=O)(=O)C2=CC=C(C=C2)C)CC(OC)OC)C=C1)F